BrC1=C(C2=C(C=N1)N=C(N2COCC[Si](C)(C)C)C2=CC(=CN2COCC[Si](C)(C)C)C(=O)C=2C(=NC=CC2)C(F)(F)F)Cl (5-(6-bromo-7-chloro-1-((2-(trimethylsilyl)ethoxy)methyl)-1H-imidazo[4,5-c]pyridin-2-yl)-1-((2-(trimethylsilyl)ethoxy)methyl)-1H-pyrrol-3-yl)(2-(trifluoromethyl)pyridin-3-yl)methanone